2-[2-Chloro-5-cyano-3-(3-hydroxypyrrolidin-1-yl)anilino]-4-(cyclopropylamino)imidazo[2,1-f][1,2,4]triazine-7-carbonitrile ClC1=C(NC2=NN3C(C(=N2)NC2CC2)=NC=C3C#N)C=C(C=C1N1CC(CC1)O)C#N